3-adamantan-1-yl-N-[2-(3,4-dihydroxyphenyl)-ethyl]-4-methoxy-benzoic acid amide C12(CC3CC(CC(C1)C3)C2)C=2C=C(C(=O)NCCC3=CC(=C(C=C3)O)O)C=CC2OC